((2-chloro-4-(trifluoromethyl)phenoxy)methyl)-2-ethylbenzoic acid methyl ester COC(C1=C(C(=CC=C1)COC1=C(C=C(C=C1)C(F)(F)F)Cl)CC)=O